COC(=O)[C@@H]1CO[C@@H]([C@@H]([C@@H]1O)O)CO.N[C@@H](C(C)C)C(=O)N1CC(N(CC1)C1=CC(=CC=C1)C=1C(=C2C(=NC1)NC=C2CC)Cl)=O 4-(L-valyl)-1-(3-(4-chloro-3-ethyl-1H-pyrrolo[2,3-b]pyridin-5-yl)phenyl)piperazin-2-one methyl-(3R,4R,5R,6R)-4,5-dihydroxy-6-(hydroxymethyl)tetrahydro-2H-pyran-3-carboxylate